ClC1=CC=2C(=NN(N2)C2=C(C(=CC(=C2)C(C)(C)C2=CC=CC=C2)C(C)(C)C2=CC=CC=C2)O)C=C1 5-chloro-2-(2-hydroxy-3,5-di-α-cumylphenyl)-2H-benzotriazole